6-hydroxy-3,4-dihydronaphthalen-1(2H)-one OC=1C=C2CCCC(C2=CC1)=O